3-oxo-2-(trifluoromethyl)-4H-quinoxalin O=C1C(=NC2=CC=CC=C2N1)C(F)(F)F